C(C)C(C(CCCCC)=O)(CC)C ethyl-methyl-ethyl-2-heptanone